C(CCCCCCC)OC=1C(=C(C=C(C1)C(C)C)O)C(C)C 3-Octoxy-2,5-di(propan-2-yl)phenol